C(C1=CC=CC=C1)N1C(C2(OC(C3=CC=CC=C3C2)=O)C2=CC=CC=C12)=O 1-benzylspiro[indoline-3,3'-isochromane]-1',2-dione